7-((7-Oxabicyclo[2.2.1]heptan-2-yl)methoxy)-2-cyclopropyl-N-(6-(difluoromethyl)pyridin-2-yl)imidazo[1,2-a]pyridine-6-carboxamide C12C(CC(CC1)O2)COC2=CC=1N(C=C2C(=O)NC2=NC(=CC=C2)C(F)F)C=C(N1)C1CC1